7-(4-(pyrrolidin-3-yloxy)butyl)-1,2,3,4-tetrahydro-1,8-naphthyridine N1CC(CC1)OCCCCC1=CC=C2CCCNC2=N1